methyl (Z)-2-[5-[4-(difluoromethoxy) cyclohexyl]-2-methyl-phenoxy]-3-methoxy-prop-2-enoate FC(OC1CCC(CC1)C=1C=CC(=C(O\C(\C(=O)OC)=C/OC)C1)C)F